C1(=CC=CC=C1)C1C(OCCC1)CC(=O)O (3-phenyl-oxanyl)-acetic acid